[Br-].OC1=CC=C2C(C=C(OC2=C1O)C1=CC=C(C=C1)CCC[P+](C1=CC=CC=C1)(C1=CC=CC=C1)C1=CC=CC=C1)=O (3-(4-(7,8-Dihydroxy-4-oxo-4H-chromen-2-yl)phenyl)propyl)triphenylphosphonium bromide